6-(Cyclobutanecarboxamido)-4-((1-ethyl-7-methoxy-1H-indazol-6-yl)amino)-N-(methyl-d3)nicotinamide C1(CCC1)C(=O)NC1=NC=C(C(=O)NC([2H])([2H])[2H])C(=C1)NC1=CC=C2C=NN(C2=C1OC)CC